CC(C)NCCP(O)(O)=O [2-(2-Propylamino)]Ethyl-Phosphonic Acid